1-[(Tert-butyldiphenylsilyl)oxy]-3-(oxolan-3-ylamino)propan-2-ol [Si](C1=CC=CC=C1)(C1=CC=CC=C1)(C(C)(C)C)OCC(CNC1COCC1)O